CC1(OB(OC1(C)C)C1=CCCC1C)C 4,4,5,5-tetramethyl-2-(5-methylcyclopent-1-en-1-yl)-1,3,2-dioxaborolane